N(=[N+]=[N-])[C@H]1C[C@H](N(C1)C(=O)OC(C)(C)C)C(=O)OC 1-(Tert-butyl) 2-methyl (2S,4S)-4-azidopyrrolidine-1,2-dicarboxylate